5-chlorobenzoic acid ClC=1C=CC=C(C(=O)O)C1